ClC1=CC(=C(C=C1)[C@@]1(C[C@@H](N[C@@H](C1)C=1N=NN(C1)C)C)O)OC (2S,4S,6S)-4-(4-chloro-2-methoxy-phenyl)-2-methyl-6-(1-methyltriazol-4-yl)piperidin-4-ol